1-benzyl-4-(1-(2-chloro-6-(trifluoromethyl)pyridin-4-yl)-2-(methoxymethyl)azetidin-3-yl)piperazine C(C1=CC=CC=C1)N1CCN(CC1)C1C(N(C1)C1=CC(=NC(=C1)C(F)(F)F)Cl)COC